CC1(CCN(CC1)C(=O)OC(C)(C)C)N1CCC(CC1)OS(=O)(=O)C1=CC=C(C=C1)C tert-butyl 4-methyl-4-[4-(p-tolylsulfonyloxy)-1-piperidyl]piperidine-1-carboxylate